6-bromo-2,3-bis(bromomethyl)quinoxaline BrC=1C=C2N=C(C(=NC2=CC1)CBr)CBr